C(CCC)OC(=O)N1C(CC(CC1)C(=O)O)(C)C Butoxycarbonyl-2,2-dimethyl-piperidine-4-carboxylic acid